8-(hydroxymethyl)-1,4-dioxa-8-spiro[4.5]decanecarbonitrile OCC1(CCC2(OCCO2)CC1)C#N